COC(C1CCN(CC1)C1=[C+]C=CC=C1)OC 2-(4-(dimethoxymethyl)piperidin-1-yl)benzene-1-ylium